FC=1C=C(N2N=C(N=CC21)N[C@H]2[C@@H](COCC2)O)C(C(F)(F)F)C (3S,4R)-4-((5-fluoro-7-(1,1,1-trifluoropropan-2-yl)pyrrolo[2,1-f][1,2,4]triazin-2-yl)amino)tetrahydro-2H-pyran-3-ol